(4-(((1s,4s)-4-(bromomethyl)cyclohexyl)methyl)piperazin-1-yl)(4-((5-chloro-4-(methylamino)pyrimidin-2-yl)amino)-3-methoxyphenyl)methanone BrCC1CCC(CC1)CN1CCN(CC1)C(=O)C1=CC(=C(C=C1)NC1=NC=C(C(=N1)NC)Cl)OC